BrC1=CC=C(C=C1)C1=NN=C(N1CC1=CC=C(C=C1)OC)C(F)(F)F 3-(4-bromophenyl)-4-[(4-methoxyphenyl)methyl]-5-(trifluoromethyl)-1,2,4-triazole